4-Chloro-2-cyclohexylquinoline ClC1=CC(=NC2=CC=CC=C12)C1CCCCC1